C(=O)C1CCN(CC1)C1=NC=C(C#N)C=C1 6-(4-formylpiperidin-1-yl)nicotinonitrile